BrC=1C=2N(C=CC1F)C(=C(N2)I)CO {8-bromo-7-fluoro-2-iodoimidazo[1,2-a]pyridin-3-yl}methanol